2,3'-bithiophene S1C(=CC=C1)C1=CSC=C1